methyl 4-amino-7-(difluoromethoxy)-1-(4-(1-(R)-hydroxyethoxy) phenyl)-2-oxo-1,2-dihydro-1,8-naphthyridine-3-carboxylate NC1=C(C(N(C2=NC(=CC=C12)OC(F)F)C1=CC=C(C=C1)O[C@H](C)O)=O)C(=O)OC